ClC1=C(C=CC=C1)[C@@]1([C@H](CCCC1)O)O (-)-(1S,2S)-1-(2-chlorophenyl)cyclohexane-1,2-diol